C(C)(C)(C)OC(=O)N1CCC(=CC1)C1=CC(=C(C=C1)C(NC1=CC=C(C=C1)N/C(=N/C(=O)OC(C)(C)C)/NC(=O)OC(C)(C)C)=O)C.N1(C=NC=C1)C(C)C 2-(1H-imidazol-1-yl)propane tert-butyl-(Z)-4-(4-((4-(2,3-bis(tert-butoxycarbonyl)guanidino)phenyl)carbamoyl)-3-methylphenyl)-3,6-dihydropyridine-1(2H)-carboxylate